(2S,4R)-1-(2-(3-(2,2-diethoxyethoxy)isoxazol-5-yl)-3-methylbutanoyl)-4-hydroxy-N-(4-(4-methylthiazol-5-yl)benzyl)pyrrolidine-2-carboxamide C(C)OC(COC1=NOC(=C1)C(C(=O)N1[C@@H](C[C@H](C1)O)C(=O)NCC1=CC=C(C=C1)C1=C(N=CS1)C)C(C)C)OCC